FC=1C(=CC=2C3=C(N=NC2C1)N(C(N3C(C)C)=O)C)C=3C=NC(=CC3)OCCCO 7-fluoro-8-(6-(3-hydroxypropoxy)pyridin-3-yl)-1-isopropyl-3-methyl-1H-imidazo[4,5-c]cinnolin-2(3H)-one